C(C)(C)(C)OC(=O)NC1=CC2=CN(N=C2C=C1C(=O)O)C1CCC(CC1)CO 5-(tert-butoxycarbonylamino)-2-[4-(hydroxymethyl)cyclohexyl]indazole-6-carboxylic acid